benzyl (Z)-((8-fluoro-6-(methoxyimino)-12-oxo-6,12-dihydroindolo[2,1-b]quinazolin-3-yl)methyl)carbamate FC=1C=C2/C(/C3=NC4=CC(=CC=C4C(N3C2=CC1)=O)CNC(OCC1=CC=CC=C1)=O)=N/OC